3-Acryloyloxypropylmethyldimethoxysilane C(C=C)(=O)OCCC[Si](OC)(OC)C